Natrium (S)-3-(3'-Methoxy-6-methylbiphenyl-3-yl)-3-(3-(1-methyl-4-oxido-2-oxo-1,2-dihydropyridin-3-yl)ureido)propanoat COC=1C=C(C=CC1)C1=CC(=CC=C1C)[C@H](CC(=O)[O-])NC(=O)NC=1C(N(C=CC1[O-])C)=O.[Na+].[Na+]